FC=1C=CC2=C(NC(=NS2(=O)=O)O)C1C(C)C1=C(C=CC=C1)F 6-fluoro-5-[1-(2-fluorophenyl)ethyl]-1,1-dioxo-4H-1,2,4-benzothiadiazin-3-ol